C(CCCC=CCC=CCC=CCC=CCC=CCC)(=O)Cl eicosane-5,8,11,14,17-pentaenoic acid chloride